S(CCC(C(=O)O)N)CCC(C(=O)O)N 4,4'-sulfanediylbis(2-aminobutyric acid)